5-chloro-1-(difluoromethyl)-1H-pyrazol-3-amine ClC1=CC(=NN1C(F)F)N